C1(=CC=CC=C1)C(C[C@H]([C@H]1OCCC1)C1=CC=CC=C1)=O (S)-1,3-diphenyl-3-((S)-tetrahydrofuran-2-yl)propan-1-one